Cl.ClCC=1N=NC=CC1 3-(chloromethyl)pyridazine hydrochloride